1-(4-(4-AMINO-7-CYCLOPROPYL-7H-PYRROLO[2,3-D]PYRIMIDIN-5-YL)-2-FLUOROPHENYL)-3-(5-(1-(TRIFLUOROMETHYL)CYCLOPROPYL)ISOXAZOL-3-YL)UREA NC=1C2=C(N=CN1)N(C=C2C2=CC(=C(C=C2)NC(=O)NC2=NOC(=C2)C2(CC2)C(F)(F)F)F)C2CC2